camphorsulfonic acid ammonium salt [NH4+].C12(C(=O)CC(CC1)C2(C)C)CS(=O)(=O)[O-]